CN1C[C@@]2(C[C@@H]2C1)C#CC1=C(C=C2C(=NC=NC2=C1)NC1=CC=C(C=C1)OC1=CC=CC=C1)[N+](=O)[O-] 7-[2-[(1R,5S)-3-methyl-3-azabicyclo[3.1.0]hexane-1-yl]ethynyl]-6-nitro-N-(4-phenoxyphenyl)quinazolin-4-amine